para-diethylbenzene C(C)C1=CC=C(C=C1)CC